C(CCC)NC(CCCC)=O N-butyl-Pentanamide